ClC1=CC=C(C(=N1)C(=O)O)N[C@H](C)C1=C2N=C(C(=NC2=CC(=C1)C)C#N)NCC(C)C (R)-6-chloro-3-((1-(2-cyano-3-(isobutylamino)-7-methylquinoxalin-5-yl)ethyl)amino)picolinic acid